The molecule is a monocarboxylic acid anion resulting from deprotonation of the carboxy group of N-acetyl-beta-neuraminic acid. It is a carbohydrate acid derivative anion and a monocarboxylic acid anion. It is a conjugate base of a N-acetyl-beta-neuraminic acid. CC(=O)N[C@@H]1[C@H](C[C@](O[C@H]1[C@@H]([C@@H](CO)O)O)(C(=O)[O-])O)O